FC1=C(OC2=C(C=C(C=C2)NS(=O)(=O)C2CC2)C2=CC(=NC(=C2)C)C)C=CC(=C1)F N-(4-(2,4-difluorophenoxy)-3-(2,6-dimethylpyridin-4-yl)phenyl)cyclopropanesulfonamide